ClC=1C(=NC=C(C1)[N+](=O)[O-])N1CCN(CC1)C(=O)OC(C)(C)C tert-butyl 4-(3-chloro-5-nitro-2-pyridyl)piperazine-1-carboxylate